NCCCC(=O)NC1=CC(=C(C=C1)C(F)(F)F)C#CCN 4-amino-N-(3-(3-aminoprop-1-yn-1-yl)-4-(trifluoromethyl)phenyl)butanamide